C(C=C)(=O)N1CCN(CC1)C1=NC(N2C3=C(C(=C(C=C13)C(F)(F)F)C1=C(C=C(C=C1)F)F)SC[C@@H]2CN2CCN(CC2)C2CC2)=O (3S,10R)-7-(4-acryloylpiperazin-1-yl)-3-((4-cyclopropylpiperazin-1-yl)methyl)-10-(2,4-difluorophenyl)-9-(trifluoromethyl)-2,3-dihydro-5H-[1,4]thiazino[2,3,4-ij]quinazolin-5-one